(4-((tert-butoxycarbonyl)amino)-3-fluorophenyl)boronic acid C(C)(C)(C)OC(=O)NC1=C(C=C(C=C1)B(O)O)F